4-chloro-N-(methyl(oxo)((7-(5-(trifluoromethyl)-1,2,4-oxadiazol-3-yl)imidazo[1,2-a]pyridin-2-yl)methyl)-λ6-sulfaneylidene)benzamide ClC1=CC=C(C(=O)N=S(CC=2N=C3N(C=CC(=C3)C3=NOC(=N3)C(F)(F)F)C2)(=O)C)C=C1